C1(CC1)NC(=O)O (cyclopropylamino)formic acid